1-trimethoxysilylethene CO[Si](C=C)(OC)OC